C(CC)(=O)O[BH-](OC(CC)=O)OC(CC)=O.C(CCC)[N+](CCCC)(CCCC)CCCC tetrabutylammonium tripropionyloxyborohydride